Methyl-2-methyl-2-(4-(1-((4aR,8aS)-3-oxooctahydro-2H-pyrido[4,3-b][1,4]oxazin-6-carbonyl)azetidin-3-yl)phenyl)propanoat COC(C(C)(C1=CC=C(C=C1)C1CN(C1)C(=O)N1C[C@@H]2[C@@H](OCC(N2)=O)CC1)C)=O